BrC=1C=CC=C2C=CC=C(C12)C1=C(C=CC2=CC=C(C(=C12)C1=CC=CC2=CC=CC(=C12)Br)OC)OC (1'R)-8,8''-dibromo-2',7'-dimethoxy-1,1':8',1''-ternaphthalene